3-((2H-pyrazolo[3,4-c]pyridin-2-yl)methyl)-3-methylcyclohexane-1-one N=1N(C=C2C1C=NC=C2)CC2(CC(CCC2)=O)C